oxatetracyclo[7.6.1.02,7.012,16]hexadec-7-ene-11,13-dione C12C3OCCCC3=CC3CC(C(C(CC1)=O)C23)=O